5-bromo-4-fluoro-1-(4-methoxybenzyl)-1,3-dihydrobenzo[C]isothiazole 2,2-dioxide BrC1=C(C2=C(N(S(C2)(=O)=O)CC2=CC=C(C=C2)OC)C=C1)F